COC[C@@H](OC=1C=C(C(=O)NC2=NC=CC=C2C(=O)O)C=C(C1)O[C@H](CC1=CC=CC=C1)C)C [3-[(1S)-2-methoxy-1-methylethoxy]-5-[(1S)-1-methyl-2-phenylethoxy]benzoyl]amino-3-pyridinecarboxylic acid